CC(C)(C)S(=O)N[C@@H]1C2=CC=CC=C2CC12CCN(CC2)C=2N=NC(=CN2)C2([Se]CCCC2)C2=CC=CC=C2 2-methyl-N-((S)-1'-(6-(phenylselenanyl)-1,2,4-triazin-3-yl)-1,3-dihydrospiro[inden-2,4'-piperidin]-1-yl)propane-2-sulfinamide